5-(5-methoxypyridin-3-yl)-2-(2-methoxypyridin-4-yl)-1H-indole COC=1C=C(C=NC1)C=1C=C2C=C(NC2=CC1)C1=CC(=NC=C1)OC